CC=1C=C(OCCOC2=CC(=CC=C2)C)C=CC1 1,2-Di-(3-methylphenoxy)ethan